4-(bromomethyl)-5-fluoro-2-methoxypyridine BrCC1=CC(=NC=C1F)OC